1-(5-{[(5-Chlorothiophen-2-yl)methyl]amino}-3-[1-(morpholin-4-sulfonyl)piperidin-4-yl]-1H-pyrazol-1-yl)-3-hydroxy-2,2-dimethylpropan-1-on ClC1=CC=C(S1)CNC1=CC(=NN1C(C(CO)(C)C)=O)C1CCN(CC1)S(=O)(=O)N1CCOCC1